bis(trifluoromethylphenyl)phenylsulfonium FC(F)(F)C1=C(C=CC=C1)[S+](C1=CC=CC=C1)C1=C(C=CC=C1)C(F)(F)F